2-(4-pyrazol-1-yl-benzyl)-phenyl β-D-glucopyranoside O([C@H]1[C@H](O)[C@@H](O)[C@H](O)[C@H](O1)CO)C1=C(C=CC=C1)CC1=CC=C(C=C1)N1N=CC=C1